FC1=C(C=C2C=NN(C2=C1)C1OCCCC1)N 6-fluoro-1-(tetrahydro-2H-pyran-2-yl)-1H-indazol-5-amine